[6-(aminomethyl)pyridin-2-yl]-N,N-dimethylpyrrolidin-3-amine NCC1=CC=CC(=N1)N1CC(CC1)N(C)C